C(C)(C)(C)OC(=O)N1CC=2CN(CC2C1)C1=CC=C(C=C1)OC(F)(F)F.C(C)CCCC(C)(N(C1=CC=NC2=CC=CC=C12)N)CCO 4-(4-ethyl-(2-hydroxy-ethyl)-amino-1-methylbutylamino)quinoline tert-butyl-5-[4-(trifluoromethoxy)phenyl]-1H,2H,3H,4H,5H,6H-pyrrolo[3,4-c]pyrrole-2-carboxylate